4-[[[1-[2-hydroxy-4-(trifluoromethyl)phenyl]pyrido[3,4-d]pyridazin-4-yl]amino]methyl]piperidin OC1=C(C=CC(=C1)C(F)(F)F)C1=C2C(=C(N=N1)NCC1CCNCC1)C=NC=C2